ClC1=C(C=CC=C1F)NC(C1=C(C=C(C(=C1)F)N1N=C2N(CCCC2)C1=O)O[C@@H](C)C1CCCCC1)=O N-(2-chloro-3-fluorophenyl)-2-[(1S)-1-cyclohexylethoxy]-5-fluoro-4-(3-oxo-5,6,7,8-tetrahydro[1,2,4]triazolo[4,3-a]pyridin-2(3H)-yl)benzamide